1,4-bis(isocyanato-1-methylethyl)benzene N(=C=O)C(C)(C)C1=CC=C(C=C1)C(C)(C)N=C=O